8-fluoro-2-methylimidazo[1,2-a]pyridine-6-carbonitrile FC=1C=2N(C=C(C1)C#N)C=C(N2)C